2-bromo-1-(2-hydroxy-3,4-dimethylphenyl)ethan-1-one BrCC(=O)C1=C(C(=C(C=C1)C)C)O